FC1=CC2=C(OCO2)C=C1 5-fluoro-1,3-benzodioxole